4,4-bis[bis(β-hydroxyethoxy)phenylthio]benzene sulfide bis(hexafluoroantimonate) F[Sb-](F)(F)(F)(F)F.F[Sb-](F)(F)(F)(F)F.OCCOC=1C(=C(C=CC1)SC1(CC2C(C=C1)S2)SC2=C(C(=CC=C2)OCCO)OCCO)OCCO